O1COC2=C1C=CC(=C2)C[C@H](C)N(C(OCCOC)=O)CC 2-Methoxyethyl N-[(1S)-2-(1,3-benzodioxol-5-yl)-1-methyl-ethyl]-N-ethyl-carbamate